5,6-dichloro-N-[(3S,6R)-5-{5-[2-(trifluoro-methoxy)ethoxy]-1,3,4-oxadiazol-2-yl}piperidin-3-yl]pyridine-2-carboxamide ClC=1C=CC(=NC1Cl)C(=O)N[C@@H]1CNCC(C1)C=1OC(=NN1)OCCOC(F)(F)F